2-(2-(oxazol-2-yl)isonicotinoyl)-N-(1-(tetrahydro-2H-pyran-2-yl)-1H-indazol-5-yl)hydrazinecarboxamide O1C(=NC=C1)C=1C=C(C(=O)NNC(=O)NC=2C=C3C=NN(C3=CC2)C2OCCCC2)C=CN1